C(C1=CC=CC=C1)OC1=CC(=C(C(=O)N2CC3=CC=CC=C3C[C@H]2C(=O)OC)C=C1OC)[N+](=O)[O-] Methyl (S)-2-(4-(benzyloxy)-5-methoxy-2-nitrobenzoyl)-1,2,3,4-tetrahydro-isoquinoline-3-carboxylate